tert-butyl N-{2-[2-(4-bromo-2-methoxyphenyl) ethoxy]ethyl}carbamate BrC1=CC(=C(C=C1)CCOCCNC(OC(C)(C)C)=O)OC